NC=1C=NON1.[Cu] copper 4-amino-1,2,5-oxadiazole